C1(CCCCC1)C=1C=C(C=CC1)C1(CC1)C=1NC(C=2CN(CCCC2N1)C([C@H](O)C=1C=C(C=CC1)C1=CC(=CC=C1)F)=O)=O (R)-2-(1-(3-cyclohexylphenyl)cyclopropyl)-6-(2-(3'-fluoro-[1,1'-biphenyl]-3-yl)-2-hydroxyacetyl)-3,5,6,7,8,9-hexahydro-4H-pyrimido[5,4-c]azepin-4-one